N1(CCOCC1)CC(=O)O morpholin-4-acetic acid